O=C1N(C2=CC=CC=3C2=C1C=CC3N[C@H]3[C@@H](CCCC3)NC(C)C)C3CNCCC3 3-[2-oxo-5-[[(1R,2R)-2-(isopropylamino)cyclohexyl]amino]benzo[cd]indol-1-yl]piperidine